lithium 3,3-dimethyl-2-oxobutyrate CC(C(C(=O)[O-])=O)(C)C.[Li+]